methyl (S)-4-(difluoromethylene)pyrrolidine-2-carboxylate hydrochloride Cl.FC(=C1C[C@H](NC1)C(=O)OC)F